C(C)(C)(C)OC(=O)N1CCC(CC1)C=1C=C2C(C(N(C(C2=CC1)=O)CC1=NC=C(C=C1)C=1OC(=NN1)C(F)F)=O)(C)C 4-(2-((5-(5-(Difluoromethyl)-1,3,4-oxadiazol-2-yl)pyridin-2-yl)methyl)-4,4-dimethyl-1,3-dioxo-1,2,3,4-tetrahydroisoquinolin-6-yl)piperidine-1-carboxylic acid tert-butyl ester